BrCC1=C(C=CC(=C1)OC)C1=C(C=C(C=C1)OC)CBr 2,2'-bis(bromomethyl)-4,4'-dimethoxy-1,1'-biphenyl